O1CCN(CC1)CCNC=1C=NC=2C=CC=C(C2N1)C#N 3-((2-morpholinoethyl)amino)quinoxaline-5-carbonitrile